10-methyl-7-oxa-4,10,14,19,20-pentaazatetracyclo[13.5.2.12,6.018,21]tricosaN CN1CCOC2CNCC(C3NNC4CCC(NCCC1)CC34)C2